3-(6-chloro-5-(oxetan-3-yl)pyridin-2-yl)-6-cyclopropyl-7-methoxyimidazo[1,2-b]pyridazine ClC1=C(C=CC(=N1)C1=CN=C2N1N=C(C(=C2)OC)C2CC2)C2COC2